C(#N)C1=NC2=CC(=CC=C2N=C1N1C[C@@H](OCC1)CC)C 2-cyano-3-((S)-2-ethylmorpholino)-7-methylquinoxalin